N-(2-(4-methoxy-1H-indol-3-yl)ethyl)-N-propyl-propan-1-amine COC1=C2C(=CNC2=CC=C1)CCN(CCC)CCC